C(C)C1(NC(N(C(C1)=O)[C@H](C)C1=CC(=CC=C1)C(N[C@H]1[C@](COC2=CC=CC=C12)(C)O)=O)=[NH2+])CC [4,4-diethyl-1-[(1R)-1-[3-[[(3S,4R)-3-hydroxy-3-methyl-chroman-4-yl]carbamoyl]phenyl]ethyl]-6-oxo-hexahydropyrimidin-2-ylidene]ammonium